FC=1C=C(C=C(C1)F)[C@@H]1[C@H](C1)C=1C=2N(N=C(C1)C=1C(=NC(=NC1)OC)OC)C=CN2 8-[(1S,2S)-2-(3,5-difluorophenyl)cyclopropyl]-6-(2,4-dimethoxypyrimidin-5-yl)imidazo[1,2-b]pyridazine